(hydroxymethyl)Oxazolidin-2-one OCN1C(OCC1)=O